trimethylolbutane triacrylate C(C=C)(=O)O.C(C=C)(=O)O.C(C=C)(=O)O.C(O)C(CCC)(CO)CO